tert-Butyl 1-[3-[4-(2-hydroxyethyl)-1-piperidinyl]-3-oxopropyl]-1-cyclopentanecarboxylate OCCC1CCN(CC1)C(CCC1(CCCC1)C(=O)OC(C)(C)C)=O